(S)-Benzyl 4-(4-((4-(4-((1-cyano-2-methylpropyl)carbamoyl)phenyl)-5-methylpyrimidin-2-yl)amino)-1H-pyrazol-1-yl)piperidine-1-carboxylate C(#N)[C@H](C(C)C)NC(=O)C1=CC=C(C=C1)C1=NC(=NC=C1C)NC=1C=NN(C1)C1CCN(CC1)C(=O)OCC1=CC=CC=C1